N-((4'-fluoro-3-(pyridin-2-yl)-[1,1'-biphenyl]-4-yl)methyl)acrylamide FC1=CC=C(C=C1)C1=CC(=C(C=C1)CNC(C=C)=O)C1=NC=CC=C1